COC[C@@H](C)OC(=O)N1CCN(CC1)C1=NC=2N(C=C1)N=CC2C=2C(=NC=CC2)OC (R)-4-(3-(2-methoxypyridin-3-yl)pyrazolo[1,5-a]pyrimidin-5-yl)piperazine-1-carboxylic acid 1-methoxypropan-2-yl ester